(R)-4-(1-(2-(2-methoxyphenyl)-2-((tetrahydro-2H-pyran-4-yl)oxy)ethyl)-5-methyl-2,4-dioxo-1,4-dihydrothieno[2,3-d]pyrimidin-3(2H)-yl)pyridine-2-carboxylic acid methyl ester COC(=O)C1=NC=CC(=C1)N1C(N(C2=C(C1=O)C(=CS2)C)C[C@H](OC2CCOCC2)C2=C(C=CC=C2)OC)=O